acetic acid 1-((5-(4-cyano-2-methylphenyl)-[1,2,4]triazolo[1,5-a]pyridin-7-yl) amino)-2-methyl-1-oxopropan-2-yl ester C(#N)C1=CC(=C(C=C1)C1=CC(=CC=2N1N=CN2)NC(C(C)(C)OC(C)=O)=O)C